(E)-5-chloro-3-(difluoromethyl)-1-isopropyl-4-(prop-1-en-1-yl)-1H-pyrazole ClC1=C(C(=NN1C(C)C)C(F)F)\C=C\C